2-(((tert-butyldimethylsilyl)oxy)methyl)-5-(difluoromethyl)pyrrolidine [Si](C)(C)(C(C)(C)C)OCC1NC(CC1)C(F)F